5-(1-methanesulfonylcyclopropyl)-N-[3-[4-(2-pyridyl)thiazol-2-yl]-1-bicyclo[1.1.1]pentyl]furan-2-carboxamide CS(=O)(=O)C1(CC1)C1=CC=C(O1)C(=O)NC12CC(C1)(C2)C=2SC=C(N2)C2=NC=CC=C2